CN(C1=CC=C(C=N1)C1=CC(=C(C(=C1)O)N1CC(NS1(=O)=O)=O)F)C 5-[4-[6-(dimethylamino)-3-pyridyl]-2-fluoro-6-hydroxy-phenyl]-1,1-dioxo-1,2,5-thiadiazolidin-3-one